C1(=CC=C(C=C1)COC1=CC(=NC2=CC=CC=C12)C(=O)NCCCCCCC(=O)OC)C1=CC=CC=C1 Methyl 7-(4-([1,1'-biphenyl]-4-ylmethoxy)quinoline-2-carboxamido)heptanoate